5-methylpyridine-2,3-dicarboxylic anhydride CC=1C=C2C(=NC1)C(=O)OC2=O